3-(2-methoxy-3-nitrophenyl)-1H-1,2,4-triazoleid COC1=C(C=CC=C1[N+](=O)[O-])[C-]1NNC=N1